ClC1=NC=C(C(=C1OC)C)I 2-chloro-5-iodo-3-methoxy-4-methylpyridine